2-oxo-6-(trifluoromethyl)spiro[indoline-3,3'-pyrrolidine]-5'-carboxamide O=C1NC2=CC(=CC=C2C12CNC(C2)C(=O)N)C(F)(F)F